FC1=C(OC2=CC(=C(C=C2)NC2=NC=NC3=CC(=C(C=C23)NC(C=CC2N(CCC2)C)=O)OC)C(C)(C)O)C=CC=C1F N-(4-((4-(2,3-difluorophenoxy)-2-(2-hydroxypropan-2-yl)phenyl)amino)-7-methoxyquinazolin-6-yl)-3-(1-methylpyrrolidin-2-yl)acrylamide